5-[(4-Methoxyphenyl)methyl]-1,3-dihydro-benzimidazol-2-one COC1=CC=C(C=C1)CC1=CC2=C(NC(N2)=O)C=C1